C1(CCCC1)C(=O)C1=CNC2=NC=CC(=C21)N[C@H]2CN(CCC2)C(C=C)=O (R)-1-(3-((3-(cyclopentanecarbonyl)-1H-pyrrolo[2,3-b]pyridin-4-yl)amino)piperidin-1-yl)prop-2-en-1-one